5-bromo-2-methyl-4-(trifluoromethyl)-1H-pyrimidin-6-one BrC1=C(N=C(NC1=O)C)C(F)(F)F